BrC=1C=C(C=2N(C1)N=CC2C#N)C=2C=CC(=NC2)N2[C@H]1C(CN([C@H]1C2)CC=2C=NC(=CC2)OC)(C(=O)O)C (1S,5S)-6-(5-(6-bromo-3-cyanopyrazolo[1,5-a]pyridin-4-yl)pyridin-2-yl)-2-((6-methoxypyridin-3-yl)methyl)-4-methyl-2,6-diazabicyclo[3.2.0]heptane-4-carboxylic acid